C12NCCC(NC1)C2 2,6-diazabicyclo[3.2.1]octan